F[C@@H]1C[C@@H]2C=3N(C(CC(N2C1)=O)(C)C)C(C1=C(N3)SC3=C1CCN(C3)C)=O (2R,15bR)-2-Fluoro-7,7,12-trimethyl-1,2,3,6,7,10,11,12,13,15b-decahydro-5H,9H-pyrido[4'',3'':4',5']thieno[2',3':4,5]pyrimido[1,2-a]pyrrolo[2,1-c][1,4]diazepine-5,9-dione